(S)-N-(1-(2-chloro-6-((2,2,2-trifluoroethyl)amino)pyridin-4-yl)cyclopropyl)-3-(2,4-difluorophenyl)-3-hydroxybutanamide ClC1=NC(=CC(=C1)C1(CC1)NC(C[C@](C)(O)C1=C(C=C(C=C1)F)F)=O)NCC(F)(F)F